3-(Chloromethyl)-N,N-dimethylbenzamide ClCC=1C=C(C(=O)N(C)C)C=CC1